NCC(COC1=CC(=C(C=C1)OCC1=CC=CC=C1)OCC1=CC=CC=C1)O amino-3-(3,4-bis(benzyloxy)phenoxy)propan-2-ol